ClC=1C=C2CCC[C@]3(C2=CC1)CN(C1=C(OC3)C=CC(=C1)[C@H](CC(=O)O)C(=O)OC)C[C@H]1[C@@H](CC1)[C@H](C=C)O (3S)-3-((3S)-6'-CHLORO-5-(((1R,2R)-2-((S)-1-HYDROXYALLYL)CYCLOBUTYL)METHYL)-3',4,4',5-TETRAHYDRO-2H,2'H-SPIRO[BENZO[B][1,4]OXAZEPINE-3,1'-NAPHTHALEN]-7-YL)-4-METHOXY-4-OXOBUTANOIC ACID